2-(tert-butyl)-4-chloro-5-((2-chloro-4-(3-fluoropropoxy)benzyl)oxy)pyridazin-3(2H)-one C(C)(C)(C)N1N=CC(=C(C1=O)Cl)OCC1=C(C=C(C=C1)OCCCF)Cl